4-(5-Fluoro-4-methoxybenzo[d]thiazol-2-yl)morpholine FC=1C=CC2=C(N=C(S2)N2CCOCC2)C1OC